3-(4-(3-(trimethoxysilyl)propylcarbamoyl)piperazin-1-yl)propionic acid CO[Si](CCCNC(=O)N1CCN(CC1)CCC(=O)O)(OC)OC